3-methyldodec-5-en-1-yl acetate C(C)(=O)OCCC(CC=CCCCCCC)C